C(C)N(C(C(C)C)=O)C1=C(C=CC(=C1)F)OC=1C(=NC=NC1)N1CC2(C1)CN(CC2)CC2CCOCC2 N-ethyl-N-(5-fluoro-2-((4-(6-((tetrahydro-2H-pyran-4-yl)methyl)-2,6-diazaspiro[3.4]octan-2-yl)pyrimidin-5-yl)oxy)phenyl)isobutyramide